7-(3-(methoxymethoxy)-8-((triisopropylsilyl)ethynyl)naphthalen-1-yl)quinazoline COCOC=1C=C(C2=C(C=CC=C2C1)C#C[Si](C(C)C)(C(C)C)C(C)C)C1=CC=C2C=NC=NC2=C1